C(C1=CC=CC=C1)OC=1C(=CC(=NC1)C(O)C1=C(C=C(C=C1Cl)Br)Cl)SCC1=CC=C(C=C1)OC [5-benzyloxy-4-[(4-methoxyphenyl)methylsulfanyl]-2-pyridyl]-(4-bromo-2,6-dichloro-phenyl)methanol